hydrazino-2,1,3-benzoxadiazole N(N)C1=CC=CC2=NON=C21